methyl 1-[3-[3-[1-[[3,5-bis(trifluoromethyl)benzoyl]amino]ethyl]pyrazin-2-yl]-1,2,4-triazol-1-yl]cyclopropane-carboxylate FC(C=1C=C(C(=O)NC(C)C=2C(=NC=CN2)C2=NN(C=N2)C2(CC2)C(=O)OC)C=C(C1)C(F)(F)F)(F)F